2-(2-acetyl-2-azaspiro[3.5]nonan-7-yl)-N-(imidazo[1,2-b]pyridazin-3-yl)-6-methoxy-2H-indazole-5-carboxamide C(C)(=O)N1CC2(C1)CCC(CC2)N2N=C1C=C(C(=CC1=C2)C(=O)NC2=CN=C1N2N=CC=C1)OC